(R)-N-(1-(cyclopropylmethyl)piperidin-3-yl)-2-(8-isopropyl-5-oxothieno[3',2':4,5]pyrrolo[1,2-d][1,2,4]triazin-6(5H)-yl)acetamide formate salt C(=O)O.C1(CC1)CN1C[C@@H](CCC1)NC(CN1N=C(N2C(C1=O)=CC1=C2SC=C1)C(C)C)=O